tert-butyl 3-((di-tert-butoxyphosphoryl)oxy)-4-(4-hydroxy-2-methylbutan-2-yl)-5-methylbenzoate C(C)(C)(C)OP(=O)(OC(C)(C)C)OC=1C=C(C(=O)OC(C)(C)C)C=C(C1C(C)(CCO)C)C